IC=1C=C2C(=CNC2=C(C1)C(=O)OC)C(C(F)(F)F)=O methyl 5-iodo-3-(2,2,2-trifluoroacetyl)-1H-indole-7-carboxylate